(2,7-di-t-butylfluorenyl)hafnium dichloride [Cl-].[Cl-].C(C)(C)(C)C1=C(C=2CC3=CC(=CC=C3C2C=C1)C(C)(C)C)[Hf+2]